FC(C1=NC(=CC(=N1)NC1=NC=C(C(=C1)F)C=1C=NN(C1)C)N)F 2-(difluoromethyl)-N4-(4-fluoro-5-(1-methyl-1H-pyrazol-4-yl)pyridin-2-yl)pyrimidine-4,6-diamine